C(C1=CC=CC=C1)N1CCC(CC1)NC(COC1=CC=C(C=C1)C(\C=C\C1=CC(=CC(=C1)OC)OC)=O)=O (E)-N-(1-benzylpiperidin-4-yl)-2-(4-(3-(3,5-dimethoxyphenyl)acryloyl)phenoxy)acetamide